CC(C)(C)OOC(C)(C)C1=CC(=CC=C1)C(C)(C)OOC(C)(C)C 1,3-di(tert-butylperoxyisopropyl)benzene